3-[(BENZYLOXY)METHYL]PYRIDINE-2-BORONIC ACID C(C1=CC=CC=C1)OCC=1C(=NC=CC1)B(O)O